N-(5-((6-(3-(3'-fluoro-[1,1'-biphenyl]-3-yl)-isoxazolidin-2-yl)-pyrimidin-4-yl)-amino)-4-methoxy-2-(4-methylpiperazin-1-yl)phenyl)-acrylamide FC=1C=C(C=CC1)C1=CC(=CC=C1)C1N(OCC1)C1=CC(=NC=N1)NC=1C(=CC(=C(C1)NC(C=C)=O)N1CCN(CC1)C)OC